2,3-dichloro-1,1,3,3-tetrafluoropropene ClC(=C(F)F)C(F)(F)Cl